NC1=CC=2N(C(=C1)C=1C=CC(=NC1C)C#N)N=CN2 5-{7-amino-[1,2,4]triazolo[1,5-a]pyridin-5-yl}-6-methylpyridine-2-carbonitrile